(R)-1-(3-(dimethylamino)propyl)-6-(2,3,6-trifluorophenyl)-2,5,6,7-tetrahydro-3H-pyrrolo[1,2-c]imidazole-3-thione hydrochloride Cl.CN(CCCC1=C2N(C(N1)=S)C[C@H](C2)C2=C(C(=CC=C2F)F)F)C